(S)-N-(2-chloro-4-(trifluoromethyl)phenyl)-2-(2-(4,7-dihydro-5H-thieno[2,3-c]pyran-2-yl)-5-ethyl-6-(2-methylpiperazin-1-yl)-7-oxo-[1,2,4]triazolo[1,5-a]pyrimidin-4(7H)-yl)acetamide ClC1=C(C=CC(=C1)C(F)(F)F)NC(CN1C=2N(C(C(=C1CC)N1[C@H](CNCC1)C)=O)N=C(N2)C2=CC1=C(COCC1)S2)=O